O1C=NC=C1C=1C=C2N(C=NC(=C2)NC(OC(C)(C)C)=O)C1 tert-butyl (6-(oxazol-5-yl)pyrrolo[1,2-c]pyrimidin-3-yl)carbamate